NCCCC[C@@H](C(=O)N[C@H](C(=O)OC)CO)NC([C@H](CC(C)C)NC([C@H](C)NC([C@H](CC1=CC=CC=C1)NC(=O)C1=CC=C(C=C1)C(C)(C)C)=O)=O)=O methyl (2S)-2-[(2S)-6-amino-2-[(2S)-2-[(2S)-2-[(2S)-2-[(4-tert-butylphenyl)formamido]-3-phenylpropanamido]propanamido]-4-methylpentanamido]hexanamido]-3-hydroxypropanoate